benzyl 4-((1R,5R)-2-(tert-butoxycarbonyl)-2,6-diazabicyclo[3.2.0]hept-6-yl)-2-(methylsulfanyl)-5,6-dihydropyrido[3,4-d]pyrimidine-7(8H)-carboxylate C(C)(C)(C)OC(=O)N1[C@@H]2CN([C@@H]2CC1)C=1C2=C(N=C(N1)SC)CN(CC2)C(=O)OCC2=CC=CC=C2